1-(4-azidobutyl)-4-nitrobenzene N(=[N+]=[N-])CCCCC1=CC=C(C=C1)[N+](=O)[O-]